1-(benzyloxymethyl)cyclopropanecarboxylic acid C(C1=CC=CC=C1)OCC1(CC1)C(=O)O